FC(C1=CC=C(C=N1)C1=CN(C=C1)C12CC(C1)(C2)N)(F)F 3-(3-(6-(trifluoromethyl)pyridin-3-yl)-1H-pyrrol-1-yl)bicyclo[1.1.1]pentan-1-amine